FC1=C(C=C2CCCNC2=C1)C(=O)OC methyl 7-fluoro-1,2,3,4-tetrahydroquinoline-6-carboxylate